4-(3-Cyclopropyl-1,2,4-oxadiazol-5-yl)benzoic acid C1(CC1)C1=NOC(=N1)C1=CC=C(C(=O)O)C=C1